CCCCCCCCCCCCCCCCCCCC(=O)O[C@H](COC(=O)CCCCCCC/C=C\CCCCC)COP(=O)([O-])OCC[N+](C)(C)C 1-(9Z-pentadecenoyl)-2-eicosanoyl-glycero-3-phosphocholine